(E)-4-[4-[(E)-3-[4-[[4-(Dimethylamino)piperidin-1-yl]methyl]phenyl]-3-oxoprop-1-enyl]phenyl]-1-hydroxybut-3-en-2-one CN(C1CCN(CC1)CC1=CC=C(C=C1)C(/C=C/C1=CC=C(C=C1)/C=C/C(CO)=O)=O)C